ClC1=C(C=C(CC2C(NCC2)=O)C=C1)F 3-(4-Chloro-3-fluorobenzyl)pyrrolidin-2-one